tert-butyl (3S)-3-[4-(4-acetonyloxy-3-chloro-2-fluoro-anilino)pyrido[3,2-d]pyrimidin-6-yl]oxypyrrolidine-1-carboxylate C(C(=O)C)OC1=C(C(=C(NC=2C3=C(N=CN2)C=CC(=N3)O[C@@H]3CN(CC3)C(=O)OC(C)(C)C)C=C1)F)Cl